C1(=CC=CC=C1)C(=C(C1=CC=C(C=C1)O[Si](C)(C)C(C)(C)C)C1=CC=C(C=C1)O[Si](C)(C)C(C)(C)C)C1=CC=CC=C1 (((2,2-diphenylethene-1,1-diyl)bis(4,1-phenylene))bis(oxy))bis(tert-butyldimethylsilane)